4-(((5-(3-(2-methoxyphenyl)isonicotinamido)-1,3,4-thiadiazol-2-yl)oxy)methyl)benzoic acid COC1=C(C=CC=C1)C1=C(C(=O)NC2=NN=C(S2)OCC2=CC=C(C(=O)O)C=C2)C=CN=C1